5-methyl-1,6-naphthyridine CC1=C2C=CC=NC2=CC=N1